2-(3-(3-chloro-4-(2-chloro-3-(6-methoxy-5-((methylamino)methyl)pyridin-2-yl)phenyl)pyridin-2-yl)-5-methoxybenzyl)-2-azaspiro[3.3]heptane-6-carboxylic acid ClC=1C(=NC=CC1C1=C(C(=CC=C1)C1=NC(=C(C=C1)CNC)OC)Cl)C=1C=C(CN2CC3(C2)CC(C3)C(=O)O)C=C(C1)OC